endo-7-butyl-2-(2-(5-methoxybenzofuran-3-yl)ethyl)-2-azabicyclo[2.2.2]oct-5-ene C(CCC)C1C2N(CC(C=C2)C1)CCC1=COC2=C1C=C(C=C2)OC